octaethyl-cyclotetrasiloxane C(C)[Si]1(O[Si](O[Si](O[Si](O1)(CC)CC)(CC)CC)(CC)CC)CC